C1(CCCCC1)NCC(=O)NC1=CC=C(C=C1)C#CC1=CC=CC=C1 2-(cyclohexylamino)-N-[4-(2-phenylethynyl)phenyl]acetamide